2-phenyl-4-(trifluoromethyl)pyridine C1(=CC=CC=C1)C1=NC=CC(=C1)C(F)(F)F